(2S)-2-((2,6-dimethylphenyl)carbamoyl)-1-(2-((2-(4-isobutylphenyl)propanoyl)oxy)ethyl)-1-propylpiperidin-1-ium CC1=C(C(=CC=C1)C)NC(=O)[C@H]1[N+](CCCC1)(CCC)CCOC(C(C)C1=CC=C(C=C1)CC(C)C)=O